1-(3-(3-(Methylamino)-1-(thiophen-2-yl)propoxy)phenyl)azepan-2-one CNCCC(OC=1C=C(C=CC1)N1C(CCCCC1)=O)C=1SC=CC1